tert-butyl-5-amino-4-(5-(3-fluoro-4-(hydroxymethyl)pyridin-2-yl)-1-oxoisoindolin-2-yl)-5-oxopentanoate C(C)(C)(C)OC(CCC(C(=O)N)N1C(C2=CC=C(C=C2C1)C1=NC=CC(=C1F)CO)=O)=O